ClC1=CC=C(C=C1)[C@@]1(N(C(C2=CC(=CC(=C12)F)C(C)(C)O)=O)CC1=NC=C(C=C1)Cl)OC (3R)-3-(4-Chlorophenyl)-2-[(5-chloropyridin-2-yl)methyl]-4-fluoro-6-(2-hydroxypropan-2-yl)-3-methoxy-2,3-dihydro-1H-isoindol-1-on